FC1(CC(C1)(O)C1=CC=2C(=NC(=CC2)C2=CC=3N(C=C2)C=C(N3)C)S1)F 3,3-difluoro-1-(6-(2-methylimidazo[1,2-a]pyridin-7-yl)thieno[2,3-b]pyridin-2-yl)cyclobutanol